3,5-dimethyl-piperazine-1-carboxylate CC1CN(CC(N1)C)C(=O)[O-]